ClC=1C=CC(=NC1)/C=C/C(=O)C1=CC=C2CCN(C(C2=C1O)C)C(=O)OC(C)(C)C tert-butyl (E)-7-(3-(5-chloropyridin-2-yl) acryloyl)-8-hydroxy-1-methyl-3,4-dihydroisoquinoline-2(1H)-carboxylate